13-{3-[(2-heptyl-1-oxoundecyl) oxy] propyl}-2-methyl-9,12-dioxo-5-oxa-2,8,13-triazahexadec-10-en-16-yl 2-heptylundecanoate C(CCCCCC)C(C(=O)OCCCN(C(C=CC(NCCOCCN(C)C)=O)=O)CCCOC(C(CCCCCCCCC)CCCCCCC)=O)CCCCCCCCC